2-((3'-hydroxy-3-methoxy-[1,1'-biphenyl]-4-yl)amino)-4-((tetrahydro-2H-pyran-4-yl)amino)-7H-pyrrolo[2,3-d]pyrimidine-5-carbonitrile OC=1C=C(C=CC1)C1=CC(=C(C=C1)NC=1N=C(C2=C(N1)NC=C2C#N)NC2CCOCC2)OC